(6-chloro-1-(tetrahydro-2H-pyran-2-yl)-1H-pyrazolo[4,3-c]pyridin-3-yl)-3-methylpyrrolidine-3-carbonitrile ClC1=CC2=C(C=N1)C(=NN2C2OCCCC2)N2CC(CC2)(C#N)C